FC(C1=NN(C=C1C=O)C1=CC(=C(C=N1)C#N)C)F 6-(3-(difluoromethyl)-4-formyl-1H-pyrazol-1-yl)-4-methylpyridine-3-carbonitrile